CC1=CC(=NN1C=1C=C2C=CN(C2=CC1)CC1=CC=C(C=C1)C=1C=C2CCNC(C2=CC1)=O)C(=O)N 5-methyl-1-(1-(4-(1-oxo-1,2,3,4-tetrahydroisoquinolin-6-yl)benzyl)-1H-indol-5-yl)-1H-pyrazole-3-carboxamide